tert-butyl 7-(4-amino-6-(8-chloro-7-fluoronaphthalen-1-yl)-5-fluoronicotinoyl)-2,7-diazaspiro[3.5]nonane-2-carboxylate NC1=C(C(=NC=C1C(=O)N1CCC2(CN(C2)C(=O)OC(C)(C)C)CC1)C1=CC=CC2=CC=C(C(=C12)Cl)F)F